3-phenyl-3-{bis-[2-(2-ethylhexyloxy)ethoxy]phosphoryl}propionic acid C1(=CC=CC=C1)C(CC(=O)O)P(=O)(OCCOCC(CCCC)CC)OCCOCC(CCCC)CC